OCC#CCCCCC(=O)O 8-Hydroxyoct-6-ynoic acid